ClCC(=O)C1=CC=C(C=C1)C1=CC=C(C=C1)C(CCl)=O 4,4'-bis(2-chloroacetyl)biphenyl